6-chloro-7-methoxy-1-methyl-4-[4-(5-methyl-1,3-benzoxazol-2-yl)piperidin-1-yl]-2-oxo-1,2-dihydroquinoline-3-carbonitrile ClC=1C=C2C(=C(C(N(C2=CC1OC)C)=O)C#N)N1CCC(CC1)C=1OC2=C(N1)C=C(C=C2)C